(R)-4-(Boc-amino)-1-pentanol C(=O)(OC(C)(C)C)N[C@@H](CCCO)C